FC1=C(C(=C(C(=C1F)F)F)F)S(=O)(=O)NCCCNC1=NC(=NC=C1F)NC1=CC=C(C=C1)OCCOC 2,3,4,5,6-pentafluoro-N-(3-((5-fluoro-2-((4-(2-methoxyethoxy)phenyl)amino)pyrimidin-4-yl)amino)propyl)benzenesulfonamide